S1C=C(C2=C1CNCC2)C(=O)[O-] 4,5,6,7-tetrahydrothieno[2,3-c]pyridine-3-carboxylate